C(C#CCCCCCC)(=O)O 2-Nonynoic acid